COC1=NC=C(C2=C1N=C(S2)[NH-])C2=CC(=NC=C2)NC [4-methoxy-7-(2-methylamino-pyridin-4-yl)-thiazolo[4,5-c]pyridin-2-yl]-amid